3-(8-amino-2-(2-fluoro-6-(1-((1-methyl-1H-pyrazol-4-yl)methyl)-1H-pyrazol-4-yl)benzyl)-[1,2,4]triazolo[1,5-a]pyrazin-6-yl)-2-fluorobenzonitrile NC=1C=2N(C=C(N1)C=1C(=C(C#N)C=CC1)F)N=C(N2)CC2=C(C=CC=C2C=2C=NN(C2)CC=2C=NN(C2)C)F